5-(2-((7-ethyl-2-methyl-1,2,3,4-tetrahydroisoquinolin-6-yl)amino)-5-(trifluoromethyl)pyrimidin-4-yl)thiophene-3-carboxamide C(C)C1=C(C=C2CCN(CC2=C1)C)NC1=NC=C(C(=N1)C1=CC(=CS1)C(=O)N)C(F)(F)F